3-bromo-4-(cyclopropyl(hydroxy)methyl)-5-fluoropicolinonitrile BrC=1C(=NC=C(C1C(O)C1CC1)F)C#N